5-bromo-6-fluoro-2-[(4S)-2-(4-fluoro-3,5-dimethylphenyl)-4-methyl-3-[3-(1-methylindazol-5-yl)-2-oxoimidazol-1-yl]-6,7-dihydro-4H-pyrazolo[4,3-c]Pyridine-5-carbonyl]Indole BrC=1C=C2C=C(NC2=CC1F)C(=O)N1[C@H](C=2C(CC1)=NN(C2N2C(N(C=C2)C=2C=C1C=NN(C1=CC2)C)=O)C2=CC(=C(C(=C2)C)F)C)C